benzyl 4-[9-(hydrazinecarbonyl)-8-oxo-11-thia-1,3,5-triazatetracyclo[8.7.0.02,7.012,17]-heptadeca-2,4,6,9,12(17),13,15-heptaen-4-yl]piperazine-1-carboxylate N(N)C(=O)C=1C(C2=CN=C(N=C2N2C=3C=CC=CC3SC12)N1CCN(CC1)C(=O)OCC1=CC=CC=C1)=O